N-((1S,2R)-2-((4-bromo-2-(4-methylpiperazine-1-carbonyl)-6-nitrophenyl)amino)cyclohexyl)-8-fluoro-2-oxo-1,2-dihydroquinoline-4-carboxamide BrC1=CC(=C(C(=C1)[N+](=O)[O-])N[C@H]1[C@H](CCCC1)NC(=O)C1=CC(NC2=C(C=CC=C12)F)=O)C(=O)N1CCN(CC1)C